8-[(5S)-5-(but-2-ynoylamino)cyclohexen-1-yl]-7-fluoro-1,2,3,4-tetrahydrocyclopenta[b]Indole-5-carboxamide C(C#CC)(=O)N[C@H]1CCC=C(C1)C1=C2C3=C(NC2=C(C=C1F)C(=O)N)CCC3